bis(cyclopentadienyl)ethoxytitanium chloride [Cl-].C1(C=CC=C1)C(CO[Ti+3])C1C=CC=C1.[Cl-].[Cl-]